4-(isopropylamino)butan-1-ol C(C)(C)NCCCCO